tert-Butyl 4-(((3-cyclopropyl-1-methyl-1H-pyrazol-5-yl)sulfonyl)difluoromethyl)piperidine-1-carboxylate C1(CC1)C1=NN(C(=C1)S(=O)(=O)C(C1CCN(CC1)C(=O)OC(C)(C)C)(F)F)C